C(=O)C1=C(N=C(N1CCNC(OC(C)(C)C)=O)C)C=1C(=NC=CC1)C(C)C tert-butyl (2-(5-formyl-4-(2-isopropylpyridin-3-yl)-2-methyl-1H-imidazol-1-yl)ethyl)carbamate